C(C)(C)(C)N(C(=O)OCC=1C(=NC(=CC1)N1C=NC2=C1C=C(C(=C2)OC)OC)C2=CC(=CC=C2)Cl)C=2C=NC(=C(C2C(O)C2=C(C=CC=C2F)F)Cl)Cl (2-(3-Chlorophenyl)-6-(5,6-dimethoxy-1H-benzo[d]imidazol-1-yl)pyridin-3-yl)methanol tert-butyl-(5,6-dichloro-4-((2,6-difluorophenyl)(hydroxy)methyl)pyridin-3-yl)carbamate